6-chloro-1-(4-fluoro-2-methoxyphenyl)-3-(6-methoxy-2-methylpyridin-3-yl)-2,3-dihydroquinazolin-4(1H)-one ClC=1C=C2C(N(CN(C2=CC1)C1=C(C=C(C=C1)F)OC)C=1C(=NC(=CC1)OC)C)=O